C[C@@H]1O[C@H](CN(C1)C1=C(C(=O)NC2=CC(=NC=C2)S(N)(=O)=O)C=C(C=N1)C(F)(F)F)C(F)(F)F 2-((2s,6r)-2-methyl-6-(trifluoromethyl)morpholino)-N-(2-sulfamoylpyridin-4-yl)-5-(trifluoromethyl)nicotinamide